1-((R)-1-((S)-tetrahydrofuran-3-yl)ethyl)-1H-pyrazolo[3,4-b]pyrazin-6-amine O1C[C@@H](CC1)[C@@H](C)N1N=CC=2C1=NC(=CN2)N